6-((1-methylpiperidin-4-yl)methoxy)nicotinonitrile CN1CCC(CC1)COC1=NC=C(C#N)C=C1